[N-](S(=O)(=O)C(F)(F)F)S(=O)(=O)C(F)(F)F.[Al+3].[N-](S(=O)(=O)C(F)(F)F)S(=O)(=O)C(F)(F)F.[N-](S(=O)(=O)C(F)(F)F)S(=O)(=O)C(F)(F)F aluminum bistrifluoromethanesulfonimide